1-((2R,5S)-2-(hydroxymethyl)-1,3-oxathiolan-5-yl)-5-fluoropyrimidin-2(1H)-one OC[C@@H]1O[C@@H](CS1)N1C(N=CC(=C1)F)=O